5-(6-methylpyridazin-4-yl)phenol CC1=CC(=CN=N1)C=1C=CC=C(C1)O